C1S(=O)(=O)OCOS1(=O)=O methylene methaneDisulfonate